(2R,3R,4S,5R,6R)-6-((1-oxa-2-azaspiro[4.5]dec-2-en-3-yl)methyl)-4-(4-(3-chloro-5-fluorophenyl)-1H-1,2,3-triazol-1-yl)-2-(hydroxymethyl)-5-methoxytetrahydro-2H-pyran-3-ol O1N=C(CC12CCCCC2)C[C@@H]2[C@@H]([C@H]([C@H]([C@H](O2)CO)O)N2N=NC(=C2)C2=CC(=CC(=C2)F)Cl)OC